(RS)-3-(4-chlorophenyl)-piperidine ClC1=CC=C(C=C1)[C@@H]1CNCCC1 |r|